FC1=C(C(=C(C(=C1F)F)F)F)C=1C(=C(C2=C(OC(O2)(C2(C(C(N(C(C2(F)F)(F)F)C(C(F)(F)F)(F)F)(F)F)(F)F)F)C(F)(F)F)C1Cl)C(F)(F)F)C(=O)O.BrN1C(N(C(C1=O)(C)C)Br)=O dibromodimethyl-hydantoine perfluorophenyl-7-chloro-2,4-dimethyl-2-(1-(2,2,2-trifluoroethyl)piperidin-4-yl)benzo[d][1,3]dioxole-5-carboxylate